BrC=1C=C(C(=CC1)NC1CCN(CC1)C)N 4-bromo-N1-(1-methylpiperidin-4-yl)benzene-1,2-diamine